3-(difluoromethoxy)-1-(4-(1-(difluoromethyl)-1H-1,2,4-triazol-5-yl)-1H-pyrazol-1-ylpropyl)pyridine 1-oxide FC(OC=1C[N+](C=CC1)(CCCN1N=CC(=C1)C1=NC=NN1C(F)F)[O-])F